(3,5-difluoro-4-((6-methoxy-7-(2-(methylamino)ethoxy)quinolin-4-yl)oxy)phenyl)-2-fluoro-4-methoxypyridine-3-carboxamide FC=1C=C(C=C(C1OC1=CC=NC2=CC(=C(C=C12)OC)OCCNC)F)C=1C(=C(C(=NC1)F)C(=O)N)OC